ethyl 3-bromo-5,6-dihydro-4H-pyrrolo[1,2-b]pyrazole-2-carboxylate BrC1=C2N(N=C1C(=O)OCC)CCC2